FC(C(=O)N)(C1=C(C(=CC=C1)F)C)F difluoro-2-(3-fluoro-2-methylphenyl)acetamide